1-(4-(4-(5-(2-chloro-6-hydroxyphenyl)-4,5-dihydroisoxazol-3-yl)thiazol-2-yl)piperidin-1-yl)-2-((6-methoxypyrimidin-4-yl)oxy)ethan-1-one ClC1=C(C(=CC=C1)O)C1CC(=NO1)C=1N=C(SC1)C1CCN(CC1)C(COC1=NC=NC(=C1)OC)=O